C=C(C(=O)OCC(=O)OC(C)(C)C)CC(=O)OCCCCCCCC 1-(2-(tert-butoxy)-2-oxoethyl) 4-octyl 2-methylenesuccinate